anisaldehyde diethyl acetal C(C)OC(C1=CC=C(C=C1)OC)OCC